3-(1-methyl-6-oxo-1,6-dihydropyridin-3-yl)piperidine-1-carboxylic acid tert-butyl ester C(C)(C)(C)OC(=O)N1CC(CCC1)C1=CN(C(C=C1)=O)C